CC1=CC=C(C=C1)S(=O)(=O)OCCC1=CC(=C(C=C1)CN1C(N(CCC1)C1=CC(=C(C=C1)OC)OCCCCC)=O)OC 3-methoxy-4-((3-(4-methoxy-3-(pentyloxy)phenyl)-2-oxotetrahydropyrimidin-1(2H)-yl)methyl)phenethyl 4-methylbenzenesulfonate